FC(C(=O)O)(F)F.N1=C(C=NC=C1)C1=C(C=CC=C1)CN (2-(pyrazin-2-yl)phenyl)methanamine trifluoroacetate